FC(F)C1=NC2=CC=CC=C2C=N1 (difluoromethyl)quinazolin